tert-butyl [trans-4-[[3-[N'-(2,6-dichlorophenyl)carbamimidoyl]-6-methylpyrrolo[1,2-b]pyridazin-4-yl]amino]cyclohexyl]carbamate ClC1=C(C(=CC=C1)Cl)N=C(N)C1=C(C=2N(N=C1)C=C(C2)C)N[C@@H]2CC[C@H](CC2)NC(OC(C)(C)C)=O